C1(CC1)CN1N=C(C=C1)C 1-(cyclopropylmethyl)-3-methyl-pyrazol